COC=1C=C2C=NN(C2=C(C1)NS(=O)(=O)C=1C=NN(C1)C1=NC=CC(=C1)C(F)(F)F)C N-(5-METHOXY-1-METHYL-1H-INDAZOL-7-YL)-1-(4-(TRIFLUOROMETHYL)PYRIDIN-2-YL)-1H-PYRAZOLE-4-SULFONAMIDE